C1(CC1)C[C@@H](C(=O)OC)N(C(C[C@H]1N(C(CC1)=O)CC1=C(C(=CC(=C1)F)F)F)=O)CC(=O)OC Methyl (S)-3-cyclopropyl-2-(N-(2-methoxy-2-oxoethyl)-2-((S)-5-oxo-1-(2,3,5-trifluorobenzyl)pyrrolidin-2-yl)acetamido)propanoate